6'-(4-(benzyloxy)phenyl)-2'-oxo-1',4'-dihydro-2'H-spiro[pyrrolidine-3,3'-quinoline]-1-carbonitrile C(C1=CC=CC=C1)OC1=CC=C(C=C1)C=1C=C2CC3(C(NC2=CC1)=O)CN(CC3)C#N